Cl.COC=1C=CC(=NC1)COC1=CC=C2CCNCC2=C1 7-[(5-Methoxypyridin-2-yl)methoxy]-1,2,3,4-tetrahydroisoquinoline hydrochloride